N-[(R)-(1-methyl-1H-imidazol-2-yl)(1-methyl-1H-pyrazol-4-yl)methyl]-8-(1-methyl-1H-indol-6-yl)quinoxalin-6-amine CN1C(=NC=C1)[C@H](NC=1C=C2N=CC=NC2=C(C1)C1=CC=C2C=CN(C2=C1)C)C=1C=NN(C1)C